FC1=C(C=CC(=C1)C(F)(F)F)COC1CN(C1)C(CC[C@@H]1NC(OC1)=O)=O (4S)-4-[3-[3-[[2-fluoro-4-(trifluoromethyl)phenyl]methoxy]azetidin-1-yl]-3-oxo-propyl]oxazolidin-2-one